4-(6-fluorobenzo[d]thiazol-2-yl)-6,7-dihydro-1H-imidazo[4,5-c]pyridin FC1=CC2=C(N=C(S2)C2=NCCC3=C2N=CN3)C=C1